iodopropyl-dibutyl-propoxysilane ICCC[Si](OCCC)(CCCC)CCCC